2-(2,6-dioxo-3-piperidyl)-5-[4-[4-(4-piperidylmethyl)piperidine-1-carbonyl]-1-piperidyl]isoindoline-1,3-dione O=C1NC(CCC1N1C(C2=CC=C(C=C2C1=O)N1CCC(CC1)C(=O)N1CCC(CC1)CC1CCNCC1)=O)=O